2-(azepan-1-yl)-4-cyclopropaneamidobenzoic acid hydrochloride Cl.N1(CCCCCC1)C1=C(C(=O)O)C=CC(=C1)NC(=O)C1CC1